(Z)-azanediylbis(ethane-2,1-diyl) dioleate C(CCCCCCC\C=C/CCCCCCCC)(=O)OCCNCCOC(CCCCCCC\C=C/CCCCCCCC)=O